C(C)(C)(C)OC(C)(C)C tert-butyloxide